3-(2-amino-4-carboxybenzamido)-[1,1'-biphenyl]-4-carboxylic acid NC1=C(C(=O)NC=2C=C(C=CC2C(=O)O)C2=CC=CC=C2)C=CC(=C1)C(=O)O